C(#N)C=1C=CC(=C(C1)C1=CN=C(O1)C(=O)N[C@@H]1C[C@H](N(C1)C(=O)OC(C)(C)C)C)OC(F)(F)F tert-butyl (2R,4R)-4-(5-(5-cyano-2-(trifluoromethoxy)phenyl)-oxazole-2-carboxamido)-2-methylpyrrolidine-1-carboxylate